COC=1C=C(C=CC1)C1=C(C(=O)NC2=CC3=C(NC(N3)=O)C=C2)C=CC=N1 2-(3-methoxyphenyl)-N-(2-oxo-2,3-dihydro-1H-benzo[d]imidazol-5-yl)nicotinamide